1,4-dihydro-2H-pyrimido[4,5-d][1,3]oxazine-2-one N1C(OCC2=C1N=CN=C2)=O